CC1(C(C(=CC2(CN(CCO2)C2=CC(N(C=C2)C)=O)C1)C#N)=O)C 10,10-dimethyl-4-(1-methyl-2-oxo-1,2-dihydropyridin-4-yl)-9-oxo-1-oxa-4-azaspiro[5.5]undec-7-ene-8-carbonitrile